2-[3-(3,5-dichlorophenyl)ureido]-4-methoxy-N-methylbenzamide ClC=1C=C(C=C(C1)Cl)NC(NC1=C(C(=O)NC)C=CC(=C1)OC)=O